1-(3-bromophenyl)-4,4-dimethylpentan-1-ol BrC=1C=C(C=CC1)C(CCC(C)(C)C)O